5-(azetidin-1-yl)-3-methyl-3H-imidazo[4,5-b]pyridin-2-amine N1(CCC1)C1=CC=C2C(=N1)N(C(=N2)N)C